N1=CC=C(C=C1)NC(=O)C=1C=CC(=C2C=CC=NC12)N[C@@H]1CNCC1 (S)-N-(pyridin-4-yl)-5-(pyrrolidin-3-ylamino)quinoline-8-carboxamide